3-Methyl-5-(N-(4-phenoxyphenyl)-N-phenylethylsulfamoyl)benzofuran-2-carboxylic acid CC1=C(OC2=C1C=C(C=C2)S(N(CCC2=CC=CC=C2)C2=CC=C(C=C2)OC2=CC=CC=C2)(=O)=O)C(=O)O